(3-(2-(2,6-Dioxopiperidin-3-yl)-1-oxoisoindolin-4-yl)allyl)-5-(8-(3-ethyl-6-methyl-5-oxo-4,5,6,7-tetrahydro-1H-pyrazolo[3,4-c]pyridin-1-yl)isoquinolin-3-yl)picolinamide O=C1NC(CCC1N1C(C2=CC=CC(=C2C1)C=CCC=1C(=NC=C(C1)C=1N=CC2=C(C=CC=C2C1)N1N=C(C2=C1CN(C(C2)=O)C)CC)C(=O)N)=O)=O